(E)-3-(benzo[d]thiazol-2-yl)-4-(1-methyl-3-(3-(trifluoromethyl)phenyl)-1H-pyrazol-4-yl)but-3-enoic acid S1C(=NC2=C1C=CC=C2)\C(\CC(=O)O)=C\C=2C(=NN(C2)C)C2=CC(=CC=C2)C(F)(F)F